COC1=C(C=CC=C1)[C@H]1CC(C=2[C@@H](C(=C(NC2C1)C)C(=O)OCC1OCCC1)C=1SC=CC1)=O tetrahydro-2-furanylmethyl (4S,7R)-7-(2-methoxyphenyl)-2-methyl-5-oxo-4-(2-thienyl)-1,4,5,6,7,8-hexahydro-3-quinolinecarboxylate